[NH4+].C(C(O)CO)(=O)[O-] glycerate ammonium